O=C1C(=C(C1=O)NCCCCCCOC1(OCCC(C1)O)C(=O)O)NCCOCCOCCOCCOCCNC(C)=O 2-((6-((3,4-dioxo-2-((2-oxo-6,9,12,15-tetraoxa-3-azaheptadecan-17-yl)amino)cyclobut-1-en-1-yl)amino)hexyl)oxy)-4-hydroxytetrahydro-2H-pyran-2-carboxylic acid